[I-].C[NH+](C)C Trimethylammonium iodide